{1-{1-[5-fluoro-2-(trifluoromethyl)benzoyl]piperidin-4-yl}-3-[3-(7H-pyrrolo[2,3-d]pyrimidin-4-yl)-1H-pyrrol-1-yl]azetidin-3-yl}acetonitrile FC=1C=CC(=C(C(=O)N2CCC(CC2)N2CC(C2)(N2C=C(C=C2)C=2C3=C(N=CN2)NC=C3)CC#N)C1)C(F)(F)F